N=N[C@@H](CCCNC(N)=N)C(=O)O iminoarginine